COC1=CC=C(CN(C=2N=CN(C(C2C(=O)OC)=O)C2=C(C=C(C=C2C)OCC)C)CC2=CC=C(C=C2)OC)C=C1 methyl 4-(bis(4-methoxybenzyl)amino)-1-(4-ethoxy-2,6-dimethylphenyl)-6-oxo-1,6-dihydropyrimidine-5-carboxylate